3,3',3''-(((benzene-1,3,5-triyltris(oxy))tris(ethane-2,1-diyl))tris(benzene-3,1-diyl))tris(2-(pyrrolidin-3-yl)propanoic acid) C1(=CC(=CC(=C1)OCCC=1C=C(C=CC1)CC(C(=O)O)C1CNCC1)OCCC=1C=C(C=CC1)CC(C(=O)O)C1CNCC1)OCCC=1C=C(C=CC1)CC(C(=O)O)C1CNCC1